2-((1-(2-(2,6-dioxopiperidin-3-yl)-6-fluoro-1,3-dioxoisoindolin-5-yl)piperidin-4-yl)oxy)acetaldehyde O=C1NC(CCC1N1C(C2=CC(=C(C=C2C1=O)N1CCC(CC1)OCC=O)F)=O)=O